FC=1C=C(OC=2SC=3N=C4N(C(C3N2)=O)CCC4)C=C(C1)F 2-(3,5-difluorophenoxy)-6,7-dihydropyrrolo[1,2-a]thiazolo[5,4-d]pyrimidin-9(5H)-one